7,9-di-tert-butyl-4-(4-methoxyphenyl)-3-phenyl-1-oxa-2-azaspiro[4.5]Deca-2,6,9-trien-8-one C(C)(C)(C)C1=CC2(C(C(=NO2)C2=CC=CC=C2)C2=CC=C(C=C2)OC)C=C(C1=O)C(C)(C)C